OCC1=C(C=CC=C1)C=1N=C(SC1)NC(C1=NC=C(C=C1)N1CCN(CC1)S(=O)(=O)C)=O N-(4-(2-(hydroxymethyl)phenyl)thiazol-2-yl)-5-(4-(methylsulfonyl)piperazin-1-yl)picolinamide